2-[4-isopropyl-2-(methoxymethyl)-7-oxo-thieno[2,3-d]pyridazin-6-yl]acetamide hydrochloride Cl.C(C)(C)C=1C2=C(C(N(N1)CC(=O)N)=O)SC(=C2)COC